4-(1-ethylcyclobutylamino)-2-((1r,4r)-4-hydroxycyclohexylamino)pyrimidine-5-carboxamide ethyl-4-methyl-2-(3-(3-methylbenzamido)-propanamido)thiazole-5-carboxylate C(C)OC(=O)C1=C(N=C(S1)NC(CCNC(C1=CC(=CC=C1)C)=O)=O)C.C(C)C1(CCC1)NC1=NC(=NC=C1C(=O)N)NC1CCC(CC1)O